(R)-2-((5-bromo-2-(3-cyanopyrrolo[1,2-b]pyridazin-7-yl)pyridin-4-yl)amino)propanamide BrC=1C(=CC(=NC1)C1=CC=C2N1N=CC(=C2)C#N)N[C@@H](C(=O)N)C